1-(2-methyl-5-(6-methyl-7-oxo-6,7-dihydro-1H-pyrrolo[2,3-c]pyridin-4-yl)-4-phenoxyphenyl)pyrrolidine-2,5-dione CC1=C(C=C(C(=C1)OC1=CC=CC=C1)C=1C2=C(C(N(C1)C)=O)NC=C2)N2C(CCC2=O)=O